NCC#CC1=CC=C(C=C1)N[C@@H]1C[C@@H](N(C2=CC=C(C=C12)C)C(C)=O)C 1-((2S,4R)-4-((4-(3-aminoprop-1-yn-1-yl)phenyl)amino)-2,6-dimethyl-3,4-dihydroquinolin-1(2H)-yl)ethan-1-one